C(C)OC1=C(C=CC=C1)C(CCC=1N=C(OC1)C1=CC(=C(C=C1)OC)OCC=C)=O 1-(2-ethoxyphenyl)-3-[2-(4-methoxy-3-(2-propenyloxy)phenyl)oxazol-4-yl]propan-1-one